FC=1C=C(CC=2C=C3C(=NNC3=CC2)NC(C2=C(C=C(C=C2)N2CCN(CC2)CC2=C(C=NC=C2)N2C(NC(CC2)=O)=O)NC2CCOCC2)=O)C=C(C1)F N-(5-(3,5-difluorobenzyl)-1H-indazol-3-yl)-4-(4-((3-(2,4-dioxotetrahydropyrimidin-1(2H)-yl)pyridin-4-yl)methyl)piperazin-1-yl)-2-((tetrahydro-2H-pyran-4-yl)amino)benzamide